ClC1=CC=C(C=C1)C=1C=2C(=C(SC2N2C(=NN=C2[C@@H](N1)CC(=O)O)C)C)C [(9S)-7-(4-chlorophenyl)-4,5,13-trimethyl-3-thia-1,8,11,12-tetraazatricyclo[8.3.0.0^{2,6}]trideca-2(6),4,7,10,12-pentaen-9-yl]acetic acid